tert-butyl (4-acetyl-6-methoxy-2,7-naphthyridin-1-yl)((5-fluoro-2,3-dihydrobenzofuran-4-yl)methyl)carbamate C(C)(=O)C1=CN=C(C2=CN=C(C=C12)OC)N(C(OC(C)(C)C)=O)CC1=C(C=CC2=C1CCO2)F